4-cyano-5-[[5-cyano-2,6-bis[(3-methoxypropyl)amino]-4-methyl-3-pyridinyl]azo]-3-methyl-2-thiophenecarboxylic acid methyl ester COC(=O)C=1SC(=C(C1C)C#N)N=NC=1C(=NC(=C(C1C)C#N)NCCCOC)NCCCOC